[Si](C1=CC=CC=C1)(C1=CC=CC=C1)(C(C)(C)C)O[C@@H]1C[C@H](C1)N1C2=NC(=NC=C2N(C1=O)C)Cl (trans-3-((tert-butyldiphenylsilyl)oxy)cyclobutyl)-2-chloro-7-methyl-7,9-dihydro-8H-purin-8-one